N-(6-hydroxy-9-oxo-9H-fluoren-2-yl)pivaloamide OC=1C=C2C=3C=CC(=CC3C(C2=CC1)=O)NC(C(C)(C)C)=O